OC1CCC(CC1)C(C)(C)C1CCC(CC1)O 2,2-bis-(p-hydroxycyclohexyl)-propane